CC1=NOC(=C1COC(=O)OC1=CC=C(C=C1)[N+](=O)[O-])C1=CC=C(C=N1)O[C@@H]1C[C@@H](C[C@@H]2C[C@H]12)C(=O)OC(C)C |r| (±)-(1S,3R,5R,6S)-isopropyl 5-((6-(3-methyl-4-((((4-nitrophenoxy)carbonyl)oxy) methyl)isoxazol-5-yl)pyridin-3-yl)oxy)bicyclo[4.1.0]heptane-3-carboxylate